2,6-difluoro-4'-(trifluoromethyl)-[1,1'-biphenyl]-4-amine FC1=C(C(=CC(=C1)N)F)C1=CC=C(C=C1)C(F)(F)F